N-(Hexane-3-yl)benzene-1,3-diamine CCC(CCC)NC1=CC(=CC=C1)N